21-[4-[2,6-bis(diethylamino)-4-pyrimidinyl]-1-piperazinyl]-6α-fluoro-17α-hydroxy-16β-methylpregna-4,9(11)-diene-3,20-dione C(C)N(C1=NC(=CC(=N1)N1CCN(CC1)CC([C@]1([C@H](C[C@H]2[C@@H]3C[C@@H](C4=CC(CC[C@]4(C)C3=CC[C@]12C)=O)F)C)O)=O)N(CC)CC)CC